CC1=C(C(=O)O)C(=C(C=N1)F)C#CC1CN(CC1)C(=O)OC(C)(C)C methyl-4-((1-(tert-butoxycarbonyl)pyrrolidin-3-yl)ethynyl)-5-fluoronicotinic acid